ClC=1C(=CC(=C(C1)CC(=O)NC1=CCN(C=C1)C1(CCC1)C)O)F 4-[[2-(5-Chloro-4-fluoro-2-hydroxyphenyl)acetyl]amino]-N-(1-methylcyclobutyl)pyridin